C(C)(C)(C)OC(=O)NCCC1=C(C=CC(=C1)F)NC1=C(C(=O)OC)C=C(C=C1)C(F)(F)F Methyl 2-((2-(2-((tert-butoxycarbonyl)amino)ethyl)-4-fluorophenyl)amino)-5-(trifluoromethyl)benzoate